(benzonitrile) palladium dichloride [Pd](Cl)Cl.C(C1=CC=CC=C1)#N